1-(2-carbonyl-1,2-dihydropyrrolo[2,3,4-ij]isoquinolin-5-yl)-5-trifluoromethyl-N-(2-trifluoromethylpyridine-4-yl)-1H-pyrazole-4-carboxamide C(=O)=C1NC=2C=CC=C3C(=CN=C1C23)N2N=CC(=C2C(F)(F)F)C(=O)NC2=CC(=NC=C2)C(F)(F)F